racemic-1-(1-(3,5-difluorophenyl)ethyl)-4-(4,4,5,5-tetramethyl-1,3,2-dioxaborolan-2-yl)-1H-pyrazole FC=1C=C(C=C(C1)F)[C@@H](C)N1N=CC(=C1)B1OC(C(O1)(C)C)(C)C |r|